C1(=CC=CC=C1)C(=O)N1CCNCC1 phenyl-(piperazin-1-yl)methanone